5-(8-(1,3-dimethyl-2-oxo-2,3-dihydro-1H-benzo[d]imidazol-5-yl)-4-methylisoquinolin-3-yl)picolinic acid CN1C(N(C2=C1C=CC(=C2)C=2C=CC=C1C(=C(N=CC21)C=2C=CC(=NC2)C(=O)O)C)C)=O